Ethyl-3,5-bis(acetylamino)-2,4,6-triiodobenzenecarboxylate C(C)OC(=O)C1=C(C(=C(C(=C1I)NC(C)=O)I)NC(C)=O)I